Cl.OC1=C(N(C=CC1=O)[C@H](CO)CC1=CC=CC=C1)C (S)-3-hydroxy-1-(1-hydroxy-3-phenyl-2-propyl)-2-methylpyridin-4-one hydrochloride